O[C@H]1[C@H](CN(CC1)C(=O)OC(C)(C)C)NS(=O)(=O)C1=CC=C(C=C1)[N+](=O)[O-] tert-butyl (3S,4R)-4-hydroxy-3-[(4-nitrophenyl)sulfonylamino]piperidine-1-carboxylate